C(C)N1C2=C([C@@H]([C@@H](C1=O)NC(C1=CC(=CC=C1)C(F)(F)F)=O)C1=CC=C(C=C1)F)C(=NN2CCC)C(=O)O (4S,5S)-7-ethyl-4-(4-fluorophenyl)-6-oxo-1-propyl-5-(3-(trifluoromethyl)benzamido)-4,5,6,7-tetrahydro-1H-pyrazolo[3,4-b]pyridine-3-carboxylic acid